C(CCCCCCCCC)(=O)OCCCCCCCCCCCCCCCCCCCCCC docosanyl decanoate